2-(2-fluorophenylethyl)-6-(3-methoxyphenyl)-3,4-dihydroisoquinolin-1(2H)-one FC1=C(C=CC=C1)CCN1C(C2=CC=C(C=C2CC1)C1=CC(=CC=C1)OC)=O